(1r,2s,5s)-3-(acryl-L-valyl)-N-(4-amino-1-cyclopropyl-3,4-dioxobutan-2-yl)-6,6-dimethyl-3-azabicyclo[3.1.0]hexane-2-carboxamide C(=O)(C=C)N[C@@H](C(C)C)C(=O)N1[C@@H]([C@H]2C([C@H]2C1)(C)C)C(=O)NC(CC1CC1)C(C(=O)N)=O